C(C)OC(CNC(=O)C1C(CCC(C1)C)C(C)C)=O N-[[5-methyl-2-(1-methylethyl)cyclohexyl]carbonyl]glycine ethyl ester